Cl.NC[C@@H](C(F)(F)F)O (2S)-3-amino-1,1,1-trifluoropropan-2-ol hydrochloride